C(CCCCCCCCCCCCCCCC(=O)O)CCCCCCCCCCCCCCCO The molecule is an omega-hydroxy fatty acid that is the 32-hydroxy derivative of dotriacontanoic acid. It is an omega-hydroxy-ultra-long-chain fatty acid and a straight-chain fatty acid. It derives from a dotriacontanoic acid. It is a conjugate acid of an omega-hydroxydotriacontanoate.